(((R)-(((2R,3S,4R,5R)-5-(4-aminopyrrolo[2,1-f][1,2,4]triazine-7-yl)-5-cyano-3,4-dihydroxytetrahydrofuran-2-yl)methoxy)(4-tert-butylphenoxy)phosphoryl)oxy)methyl isopropyl carbonate C(OCO[P@@](=O)(OC1=CC=C(C=C1)C(C)(C)C)OC[C@H]1O[C@@]([C@@H]([C@@H]1O)O)(C#N)C1=CC=C2C(=NC=NN21)N)(OC(C)C)=O